ClC1=CC=NC2=CC=C(C=C12)C1=C(C=C(CN2CCN(CC2)C(C(C)C)=O)C=C1)F 1-(4-(4-(4-chloroquinolin-6-yl)-3-fluorobenzyl)piperazin-1-yl)-2-methylpropan-1-one